tert-butyl 3-(hydroxymethyl)-3-(2-methyl-5-((4-methylthiazol-5-yl)methoxy)benzofuran-3-carboxamido)azetidine-1-carboxylate OCC1(CN(C1)C(=O)OC(C)(C)C)NC(=O)C1=C(OC2=C1C=C(C=C2)OCC2=C(N=CS2)C)C